C[SiH](C1C(=C(C(=C1C)C)C)C)CCCCCC methylhexyl-(2,3,4,5-tetramethyl-cyclopentadienyl)silane